C(C)SC1=NN2C(N=C(C=C2C(F)(F)F)C(F)(F)F)=C1C1=NC=2C(=NC=C(C2)C(F)(F)F)N1C 2-(2-(ethylthio)-5,7-bis(trifluoromethyl)pyrazolo[1,5-a]pyrimidin-3-yl)-3-methyl-6-(trifluoromethyl)-3H-imidazo[4,5-b]pyridine